C1(CC1)C1=CC(=C(C=C1F)N1C(C=CC2=CC(=CC=C12)S(=O)(=O)NC1=NOC=C1)=O)OC 1-(4-cyclopropyl-5-fluoro-2-methoxyphenyl)-N-(isoxazol-3-yl)-2-oxo-1,2-dihydroquinoline-6-sulfonamide